trans-N1-(5-(3-(2-methoxyethyl)-2-methyl-3H-imidazo[4,5-b]pyridin-5-yl)pyrrolo[2,1-f][1,2,4]triazin-2-yl)-N3,N3-dimethylcyclobutane-1,3-diamine COCCN1C(=NC=2C1=NC(=CC2)C=2C=CN1N=C(N=CC12)N[C@@H]1C[C@H](C1)N(C)C)C